[Br-].C(C1=CC=CC=C1)(=O)O[C@@]1([C@@H](CN(CC1)S(=O)(=O)CC1=CC=CC=C1)C[N+](C([2H])([2H])[2H])(CC1=CC=CC=C1)C)C1=CC(=CC=C1)O N-(((3R,4S)-4-(benzoyloxy)-1-(benzylsulfonyl)-4-(3-hydroxyphenyl)piperidin-3-yl)methyl)-N-benzyl-N-(methyl-d3)methyl-ammonium bromide